8H-pyrrolo[1,2-a]pyrimidine N1=C2N(CC=C1)C=CC2